5-(Difluoromethoxy)-2-{7-[(3R)-1-ethylpiperidin-3-yl]-6,7-dihydro-5H-pyrrolo[2,3-c]pyridazin-3-yl}-3-methylphenol FC(OC=1C=C(C(=C(C1)O)C1=CC2=C(N=N1)N(CC2)[C@H]2CN(CCC2)CC)C)F